benzyl 4-(benzyloxy)-2,3,6-trimethyl-5-phenoxybenzoate C(C1=CC=CC=C1)OC1=C(C(=C(C(=O)OCC2=CC=CC=C2)C(=C1OC1=CC=CC=C1)C)C)C